C(=C)C1=CC=C(CC=2C(=C(C=CC2)O)CCCCCCCCC)C=C1 4-vinylbenzyl-nonylphenol